rel-(2S,3R,6R)-2,3-dimethyl-4-(4-methylbenzenesulfonyl)-6-[(1E)-2-phenylethenyl]morpholine C[C@H]1[C@H](N(C[C@H](O1)\C=C\C1=CC=CC=C1)S(=O)(=O)C1=CC=C(C=C1)C)C |o1:1,2,5|